3-methylimidazolium tetrafluoroborate F[B-](F)(F)F.C[N+]1=CNC=C1